C(C(C)C)N1C=CC=2C(=NC(=CC21)NC=2SC(=CN2)C)OC2CC1(CCN1C(C=C)=O)C2 1-(6-((1-isobutyl-6-((5-methylthiazol-2-yl)amino)-1H-pyrrolo[3,2-c]pyridin-4-yl)oxy)-1-azaspiro[3.3]heptan-1-yl)prop-2-en-1-one